Cl.Cl.FC1=C2CC3(CCNCC3)[C@@H](C2=CC=C1)N (S)-4-fluoro-1,3-dihydro-spiro[indene-2,4'-piperidin]-1-amine dihydrochloride